2-(5-(3-Bromophenyl)thiophen-2-yl)-N-(2-morpholinoethyl)acetamid BrC=1C=C(C=CC1)C1=CC=C(S1)CC(=O)NCCN1CCOCC1